C(CCCCCCCCCCCCCCCCCCC)(=O)O Arachidoic acid